N-(2-(4-methoxy-7-methyl-1H-indol-3-yl)ethyl)-N-methylpropan-2-amine COC1=C2C(=CNC2=C(C=C1)C)CCN(C(C)C)C